FC1=C(OC=2C=CC(=NC2)NC([C@H](C)N2CC(OCC2)C=2C=NC(=CC2)OC)=O)C=CC(=C1)F (2S)-N-(5-(2,4-difluorophenoxy)pyridin-2-yl)-2-(2-(6-methoxypyridin-3-yl)morpholino)propanamide